2-(1-methylpyrazol-4-yl)-4-(p-tolylsulfonyl)morpholine CN1N=CC(=C1)C1CN(CCO1)S(=O)(=O)C1=CC=C(C=C1)C